di(methylphenoxy)methyl-phenol CC1=C(OC(OC2=C(C=CC=C2)C)C2=C(C=CC=C2)O)C=CC=C1